C(C)(C)(C)OC(=O)N1C(CN(CC1)C1=NC=C(C=N1)C(F)(F)F)CC1C(CCC1)C1=CNC(C(=C1)C(F)(F)F)=O (2-(6-oxo-5-(trifluoromethyl)-1,6-dihydropyridin-3-yl)cyclopentyl)methyl-4-(5-(trifluoromethyl)pyrimidine-2-yl)piperazine-1-carboxylic acid tert-butyl ester